anilineboronic acid pinacol ester N(C1=CC=CC=C1)B1OC(C)(C)C(C)(C)O1